7-(thiazol-2-ylamino)quinazolin-4(3H)-one S1C(=NC=C1)NC1=CC=C2C(NC=NC2=C1)=O